(1S,2S)-2-amino-3,3-difluorocycloheptan-1-ol hydrochloride Cl.N[C@H]1[C@H](CCCCC1(F)F)O